COC1=C(C2=C(C(=CC=C2C=C1)OC)C1=C(C=C(C#N)C=C1)OC)C1=C(C=C(C#N)C=C1)OC 4,4'-(2,7-dimethoxynaphthalene-1,8-diyl)bis(3-methoxybenzonitrile)